carbon (diisooctyl maleate) C(CCCCC(C)C)/C(=C(/C(=O)[O-])\CCCCCC(C)C)/C(=O)[O-].[C+4].C(CCCCC(C)C)/C(=C(/C(=O)[O-])\CCCCCC(C)C)/C(=O)[O-]